3-{(2r,5S)-5-[3,5-bis(trifluoromethyl)phenyl]tetrahydrofuran-2-yl}propionic acid FC(C=1C=C(C=C(C1)C(F)(F)F)[C@@H]1CC[C@@H](O1)CCC(=O)O)(F)F